C(C1=CC=CC=C1)(=O)N1CCC(CC1)(O)CN1C=NC2=C(C1=O)C=C(N2C2=CC=C(C=C2)[C@H]2CO[C@@H](CN2C(=O)OC(C)(C)C)C)Cl tert-Butyl (2R,5S)-5-(4-(3-((1-benzoyl-4-hydroxypiperidin-4-yl)methyl)-6-chloro-4-oxo-3,4-dihydro-7H-pyrrolo[2,3-d]pyrimidin-7-yl)phenyl)-2-methylmorpholine-4-carboxylate